OC=1C=CC=2C3(C4=CC=C(C=C4OC2C1)O)OC(C1=CC(=CC=C13)C(=O)NCC#C)=O 3',6'-dihydroxy-3-oxo-N-(prop-2-yn-1-yl)-3H-spiro[isobenzofuran-1,9'-xanthene]-5-carboxamide